OC1=C(C(=NN1C1=NC=C(C(=C1)C)S(=O)(=O)N1CCCC1)C)C1=CC=C(C#N)C=C1 4-(5-hydroxy-3-methyl-1-(4-methyl-5-(pyrrolidin-1-ylsulfonyl)pyridin-2-yl)-1H-pyrazol-4-yl)benzonitrile